1-(4-trifluoromethoxyphenyl)-3-(2-chlorophenyl)-urea FC(OC1=CC=C(C=C1)NC(=O)NC1=C(C=CC=C1)Cl)(F)F